1-isobutyl-4-pyrazolylamine C(C(C)C)N1N=CC(=C1)N